N-{3,5-difluoro-4-[(3-{2-fluoro-3-[(propan-2-yl)oxy]phenyl}-1-{[2-(trimethylsilyl)ethoxy]methyl}-1H-pyrrolo[2,3-b]pyridin-4-yl)oxy]phenyl}-N'-[(3-methyloxetan-3-yl)methyl]urea FC=1C=C(C=C(C1OC1=C2C(=NC=C1)N(C=C2C2=C(C(=CC=C2)OC(C)C)F)COCC[Si](C)(C)C)F)NC(=O)NCC2(COC2)C